rel-(2S,3R,4R,5S)-3-(3,4-difluoro-2-methoxyphenyl)-5-methyl-N-(3-methyl-1-(methylsulfonyl)-1H-pyrazol-4-yl)-5-(trifluoromethyl)tetrahydrofuran-2-carboxamide FC=1C(=C(C=CC1F)[C@@H]1[C@H](O[C@@](C1)(C(F)(F)F)C)C(=O)NC=1C(=NN(C1)S(=O)(=O)C)C)OC |o1:8,9,11|